C(C)(C)(C)OC(=O)C(C(=O)[O-])(CC(C)(F)F)NNC(=O)OC(C)(C)C (tert-butoxycarbonyl)[((tert-butoxycarbonyl) amino)amino]-4,4-difluoropentanoate